ClC1=NC(=C2C(=N1)NN=C2)N2[C@@H](COCC2)C (R)-4-(6-chloro-1H-pyrazolo[3,4-d]pyrimidin-4-yl)-3-methylmorpholine